2-((tert-butyldimethylsilyl)oxyethyl)-4-(8-tert-butyloxycarbonyl-3,8-diazabicyclo[3.2.1]octan-3-yl)-8-(2,4-dimethoxybenzyl)-5,8-dihydropteridin-7(6H)-one [Si](C)(C)(C(C)(C)C)OCCC1=NC=2N(C(CNC2C(=N1)N1CC2CCC(C1)N2C(=O)OC(C)(C)C)=O)CC2=C(C=C(C=C2)OC)OC